C1(CCCC1)C1=NNC=2C=C(C=C(C12)C(=O)NCC=1C(NC(=CC1C)C)=O)C1=CC=C(C=C1)CN1CCOCC1 cyclopentyl-N-[(4,6-dimethyl-2-oxo-1H-pyridin-3-yl)methyl]-6-[4-(morpholin-4-ylmethyl)phenyl]indazole-4-carboxamide